2-(2H-benzotriazol-2-yl)-4-(1,1,1,3-tetramethylbutyl)phenol N=1N(N=C2C1C=CC=C2)C2=C(C=CC(=C2)C(C(C)(C)C)C(C)C)O